1,3-dimethylimidazole methyl-sulfate salt COS(=O)(=O)O.CN1CN(C=C1)C